ONC(=O)C=1C(=C(C=CC1)N1CC(C1)OC1=CC=C(C=C1)NC(=O)NC=1C=NC=CC1)C1=CC=CC=C1 N-hydroxy-6-(3-(4-(3-(pyridin-3-yl)ureido)phenoxy)azetidin-1-yl)-[1,1'-biphenyl]-2-carboxamide